COC1=C(CN2C(N(CCC2=O)C=2C=NN3C2C=C(C=C3)CC3CCN(CC3)C3=NC=CC(=N3)OC)=O)C=CC(=C1)OC 3-(2,4-dimethoxybenzyl)-1-(5-((1-(4-methoxypyrimidin-2-yl)piperidin-4-yl)methyl)pyrazolo[1,5-a]pyridin-3-yl)dihydropyrimidine-2,4(1H,3H)-dione